C(C)(C)(C)N1N=C2C(CN(CC2)C(=O)OC2CCN(CC2)C2=NC=CC(=C2Cl)I)=C1 1-(3-chloro-4-iodopyridin-2-yl)piperidin-4-ol tert-butyl-2,4,6,7-tetrahydro-5H-pyrazolo[4,3-c]pyridine-5-carboxylate